BrC1=C(C=C(C=C1F)F)[C@@H]1C2=C(NC(=C1C(=O)OC)C)COC2=O |r| Racemic-methyl (S)-4-(2-bromo-3,5-difluorophenyl)-2-methyl-5-oxo-1,4,5,7-tetrahydrofuro[3,4-b]pyridine-3-carboxylate